FC=1C=C(C=CC1)C(C(=O)N1[C@H]([C@H]2[C@@H](C1)CCC2)C(=O)N[C@H](C[C@H]2C(NCC2)=O)C(CF)=O)(F)F (1R,3aS,6aR)-2-(2-(3-fluorophenyl)-2,2-difluoroacetyl)-N-((R)-4-fluoro-3-oxo-1-((S)-2-oxopyrrolidin-3-yl)butan-2-yl)octahydrocyclopenta[c]pyrrole-1-carboxamide